C(C)N1C=NC(=C1C(=O)NC1CN(C1)C(=O)OC(C)(C)C)C tert-Butyl 3-(1-ethyl-4-methyl-1H-imidazole-5-carboxamido)azetidine-1-carboxylate